(R)-N-((R or S)-(3-chloro-2,4-difluoro-phenyl)((1R,3s,5S)-6,6-difluoro-bicyclo[3.1.0]hexan-3-yl)methyl)-2-methyl-3-oxo-piperazine-1-carboxamide ClC=1C(=C(C=CC1F)[C@H](NC(=O)N1[C@@H](C(NCC1)=O)C)C1C[C@H]2C([C@H]2C1)(F)F)F |o1:8|